2-(1-(3-fluorophenyl)-5-oxopyrrolidin-2-yl)acetonitrile FC=1C=C(C=CC1)N1C(CCC1=O)CC#N